rel-(R)-6-(azepan-3-yl)-N-(3-methyl-4-((1-methyl-1H-benzo[d]imidazol-5-yl)oxy)phenyl)pyrido[3,2-d]pyrimidin-4-amine N1C[C@@H](CCCC1)C=1C=CC=2N=CN=C(C2N1)NC1=CC(=C(C=C1)OC1=CC2=C(N(C=N2)C)C=C1)C |o1:2|